carbon-dioxide carbon [C].C(=O)=O